(2S,4S)-4-(4-(2-aminothiazolo[5,4-b]pyridin-5-yl)-1H-1,2,3-triazol-1-yl)-2-((4-chloro-3-(trifluoromethyl)phenyl)carbamoyl)pyrrolidine-1-carboxylic acid tert-butyl ester C(C)(C)(C)OC(=O)N1[C@@H](C[C@@H](C1)N1N=NC(=C1)C1=CC=C2C(=N1)SC(=N2)N)C(NC2=CC(=C(C=C2)Cl)C(F)(F)F)=O